[O-]S(=O)(=O)C(F)(F)F.C(C)[NH+]1CCC(CC1)C 1-Ethyl-4-methylpiperidinium triflat